lithium nickel-cobalt-manganese oxide [O-2].[Mn+2].[Co+2].[Ni+2].[Li+]